3-[(3-chloro-2-methoxyphenyl)amino]-2-[6-[(3S)-oxacyclohex-3-yloxy]-1,5-naphthyridin-4-yl]-1h,5h,6h,7h-pyrrolo[3,2-c]pyridin-4-one ClC=1C(=C(C=CC1)NC1=C(NC2=C1C(NCC2)=O)C2=CC=NC1=CC=C(N=C21)O[C@@H]2COCCC2)OC